NC1=NC=CC=C1C1=NC=2C(=NC(=CC2)N2N=CC(=C2)C(F)F)N1C=1C=C2CC[C@@H](C2=CC1)NC(C1=CC(=C(C=C1)OCC1=CC=CC=C1)C1OCCO1)=O N-[(1S)-5-[2-(2-aminopyridin-3-yl)-5-[4-(difluoromethyl)pyrazol-1-yl]imidazo[4,5-b]pyridin-3-yl]-2,3-dihydro-1H-inden-1-yl]-4-(benzyloxy)-3-(1,3-dioxolan-2-yl)benzamide